1-(6-Methoxy-pyrimidin-4-yl)-ethanone COC1=CC(=NC=N1)C(C)=O